[Cl-].CN1C=[N+](C=C1)CC1=CC=C(C=C1)C(=O)N1C(CCC1)=O 1-Methyl-3-(4-((2-oxopyrrolidin-1-yl)carbonyl)benzyl)-1H-imidazol-3-ium chlorid